OC1=CC(=CC(=C1C1C(CCC(=C1)C)C(=C)C)OP(=O)(OC)CCCC(=O)OCC)CCCCC ethyl 4-(((6-hydroxy-5'-methyl-4-pentyl-2'-(prop-1-en-2-yl)-1',2',3',4'-tetrahydro-[1,1'-biphenyl]-2-yl)oxy)(methoxy)phosphoryl)butanoate